5-bromo-1-((2-(trimethylsilyl)ethoxy)methyl)-1H-benzo[d]imidazole-7-carboxylic acid BrC1=CC2=C(N(C=N2)COCC[Si](C)(C)C)C(=C1)C(=O)O